The molecule is an organic cation that is the conjugate acid of (R)-laudanosine, obtained by protonation of the tertiary amino group; major species at pH 7.3. It is an ammonium ion derivative and an organic cation. It is a conjugate acid of a (R)-laudanosine. C[NH+]1CCC2=CC(=C(C=C2[C@H]1CC3=CC(=C(C=C3)OC)OC)OC)OC